C(C)(C)(C)C1=NN(C=C1)C1=C(C#N)C=CN=C1 3-(3-(tert-butyl)-1H-pyrazol-1-yl)isonicotinonitrile